ClC1=CC=C(C=C1)C1=NNC(C1)C1=CC(=CC=C1)OC 3-(4-chlorophenyl)-5-(3-methoxyphenyl)-4,5-dihydro-1H-pyrazole